BrCC(C)NS(=O)(=O)C=1C=C(C(=O)N(CCC)CCC)C=CC1C 3-(N-(1-bromopropane-2-yl)sulfamoyl)-4-methyl-N,N-dipropylbenzamide